2-chloro-5-(3-cyclopropyl-phenoxy)-N-[2-(o-tolyl)ethyl]pyridine-4-carboxamide ClC1=NC=C(C(=C1)C(=O)NCCC1=C(C=CC=C1)C)OC1=CC(=CC=C1)C1CC1